CC1(COC1)CN1N=CC(=C1)B1OC(C(O1)(C)C)(C)C 1-[(3-methyloxetan-3-yl)methyl]-4-(4,4,5,5-tetramethyl-1,3,2-dioxaborolan-2-yl)-1H-Pyrazole